COC=1C=2N(N=C(C1)C=1N=C3N(C(C1)=O)C=C(S3)C3CCNCC3)C=C(N2)C 7-(8-Methoxy-2-methylimidazo[1,2-b]pyridazin-6-yl)-2-(4-piperidyl)thiazolo[3,2-a]pyrimidin-5-on